C[C@H]1COC[C@H](N1C=1C=C2C(=CC=NC2=CC1)C(=O)OC(C)(C)C)C tert-Butyl 6-((3S,5R)-3,5-dimethylmorpholino)quinoline-4-carboxylate